OC(C([2H])([2H])N(CCCCCCCC(=O)OC(CCCCCCCC)CCCCCCCC)CCCCCCCC(=O)OCCCCCCCCC)([2H])[2H] heptadecan-9-yl 8-((2-hydroxyethyl-1,1,2,2-d4)(8-(nonyloxy)-8-oxooctyl)amino)octanoate